4-Amino-8-(5-fluoro-2-methyl-pyrimidin-4-yl)-2-oxo-N-propyl-1H-quinoline-3-carboxamide NC1=C(C(NC2=C(C=CC=C12)C1=NC(=NC=C1F)C)=O)C(=O)NCCC